N-(5-cyclobutyl-1H-pyrazol-3-yl)-2-(4-((4-(2,6-dioxopiperidin-3-yl)-3-fluorobenzyl)oxy)phenyl)acetamide C1(CCC1)C1=CC(=NN1)NC(CC1=CC=C(C=C1)OCC1=CC(=C(C=C1)C1C(NC(CC1)=O)=O)F)=O